4-ethynylpyridin C(#C)C1=CC=NC=C1